(2-hydroxyethyl)pyrrolidine OCCN1CCCC1